ClC1=C(N=C(N1C1=C(C=C(C=C1)CC(C(F)(F)F)C)OC)CC)C(=O)NCC1CCC(CC1)S(=O)(=O)C 5-Chloro-2-ethyl-1-((1R*)-2-methoxy-4-(3,3,3-trifluoro-2-methylpropyl)phenyl)-N-(((1r,4R)-4-(methylsulfonyl)cyclohexyl)methyl)-1H-imidazole-4-carboxamide